C(CCCCCCC)OC1=C(C(=O)C2=CC=CC=C2)C=CC(=C1)OCCCCCCCC 2,4-di-n-octoxybenzophenone